antimony-lithium [Li].[Sb]